COC=1C=C2CCOCC2=CC1OC 6,7-Dimethoxy-1,4-dihydro-3H-isochromen